C1(CCCC1)N1C(=CC2=C1N=C(N=C2)NC2=NC=C(C=C2)N2CCC(CC2)N(C)CC2=CC(=CC=C2)N2C(NC(CC2)=O)=O)C(=O)N(C)C 7-cyclopentyl-2-((5-(4-((3-(2,4-dioxotetrahydropyrimidin-1(2H)-yl)benzyl)(methyl)amino)piperidin-1-yl)pyridin-2-yl)amino)-N,N-dimethyl-7H-pyrrolo[2,3-d]pyrimidine-6-carboxamide